N[C@H]1CN(CC1)C(CN1N=C(C=C1C(F)F)C1=NC(=NO1)C1(CC1)C1=C(C=CC=C1)C)=O (R)-1-(3-aminopyrrolidin-1-yl)-2-(5-(difluoromethyl)-3-(3-(1-(o-tolyl)cyclopropyl)-1,2,4-oxadiazol-5-yl)-1H-pyrazol-1-yl)ethan-1-one